C1(CCC1)C1=NSC(=N1)C1=C(C(N(C=C1)C1=NC=C(C(=C1)C1=CC(=NC=C1OC)C(F)F)C(=O)N)=O)F (3-cyclobutyl-1,2,4-thiadiazol-5-yl)-2''-(difluoromethyl)-3-fluoro-5''-methoxy-2-oxo-2H-[1,2':4',4''-terpyridin]-5'-carboxamide